4-amino-7-bromo-2-{4-[(2-fluoroacrylamido)-2-methylphenyl]-1-methylpyrrolo[3,2-c]pyridin-3-yl}-3-chloro-N-[(2S)-1,1,1-trifluoropropane-2-yl]pyridine-2-carboxamide NC1=C(C(NC=C1)(C(=O)N[C@H](C(F)(F)F)C)C1=CN(C2=C1C(=NC=C2Br)C2=C(C(=CC=C2)NC(C(=C)F)=O)C)C)Cl